cis-6-chloro-4-((4-((cyclopropylmethyl)(3-fluorophenyl)amino)cyclohexyl)(methyl)amino)-1-methyl-2-oxo-1,2-dihydro-1,5-naphthyridine-3-carbonitrile ClC=1N=C2C(=C(C(N(C2=CC1)C)=O)C#N)N(C)[C@@H]1CC[C@@H](CC1)N(C1=CC(=CC=C1)F)CC1CC1